5-propyl-1-nonene C(CC)C(CCC=C)CCCC